n-butyl-alumoxane C(CCC)[Al]1OCCCC1